CCCCCCC=CCCC(CCCCCCC)=O octadec-7-en-11-one